OC[C@@H]1CN(CCO1)C1=CC(=C(N=N1)C1=C(C=2CCCC2C=C1)O)C 5-[6-[(2S)-2-(hydroxymethyl)morpholin-4-yl]-4-methyl-pyridazin-3-yl]indan-4-ol